ClC=1C=CC=C2C(C=C(OC12)C1=C(OCCN[C@H](C(=O)O)C(C)C)C=C(C=C1)C(F)(F)F)=O (2S)-2-[2-[2-(8-chloro-4-oxo-chromen-2-yl)-5-(trifluoromethyl)phenoxy]ethylamino]-3-methyl-butyric acid